COC(=O)N1CCC(CC1)CN1CC(C(CC1)C1=CC2=C(N(C(N2C)=O)C2C(NC(CC2)=O)=O)C=C1)(F)F methyl-4-((4-(1-(2,6-dioxopiperidin-3-yl)-3-methyl-2-oxo-2,3-dihydro-1H-benzo[d]imidazol-5-yl)-3,3-difluoropiperidin-1-yl)methyl)piperidine-1-carboxylate